C(C)N1CCC(CC1)N1CCC(CC1)C(=O)OCC(COC(CCCCCCC\C=C/C\C=C/CCCCC)=O)COC(=O)C1[C@H]2[C@@H]3CC[C@H]([C@@H]12)C3 3-(((9Z,12Z)-octadeca-9,12-dienoyl)oxy)-2-((((1R,2S,3s,4R,5S)-tricyclo[3.2.1.02,4]octane-3-carbonyl)oxy)methyl)propyl 1'-ethyl-[1,4'-bipiperidine]-4-carboxylate